1-[4-(5,6-Dihydro-4H-1,3-thiazin-2-ylamino)phenyl]-3-(4-hydroxy-3-nitrophenyl)prop-2-en S1C(=NCCC1)NC1=CC=C(C=C1)CC=CC1=CC(=C(C=C1)O)[N+](=O)[O-]